(6R)-17-amino-6-hydroxy-12-(4-methoxynorbornan-1-yl)-6,15-bis(trifluoromethyl)-19-oxa-3,4,12,18-tetrazatricyclo[12.3.1.12,5]nonadeca-1(18),2,4,14,16-pentaen-13-one NC1=CC(=C2C(N(CCCCC[C@@](C3=NN=C(C1=N2)O3)(C(F)(F)F)O)C32CCC(CC3)(C2)OC)=O)C(F)(F)F